NCCC1CCN(CC1)C1=C(C=C2C(=NN(C2=C1)C)N1C(NC(CC1)=O)=O)F 1-[6-[4-(2-aminoethyl)-1-piperidyl]-5-fluoro-1-methyl-indazol-3-yl]hexahydropyrimidine-2,4-dione